BrC=1C=2CCC2C=CC1 2-Bromobicyclo[4.2.0]oct-1(6),2,4-triene